n-butyrate silver [Ag+].C(CCC)(=O)[O-]